ClC1=CC(=C2C(=CNC2=C1Cl)I)OCCCO 3-[(6,7-dichloro-3-iodo-1H-indol-4-yl)oxy]propan-1-ol